N-(1-cyanocyclopropyl)-8-(4-(3-fluoroazetidine-3-carbonyl)piperazin-1-yl)-3-(5-(trifluoromethyl)-1,3,4-thiadiazol-2-yl)imidazo[1,5-a]pyridine-6-sulfonamide C(#N)C1(CC1)NS(=O)(=O)C=1C=C(C=2N(C1)C(=NC2)C=2SC(=NN2)C(F)(F)F)N2CCN(CC2)C(=O)C2(CNC2)F